3-methyl-6-tert-butylphenyl phosphite P(OC1=CC(=CC=C1C(C)(C)C)C)([O-])[O-]